NC1=C2N=CN(C2=NC=N1)C1=CC=C(C=C1)[C@H](C)NCCC1=NN(C(=C1C(=O)[O-])CC1=CC=CC=C1)C (S)-3-(2-((1-(4-(6-Amino-9H-purin-9-yl)phenyl)ethyl)amino)ethyl)-5-benzyl-1-methyl-1H-Pyrazole-4-carboxylate